(S)-methyl 2-((4-(6-(cyclohexylmethoxy)pyridin-2-yl)piperazin-1-yl)methyl)-1-(oxetan-2-ylmethyl)-1H-benzo[d]imidazole-6-carboxylate C1(CCCCC1)COC1=CC=CC(=N1)N1CCN(CC1)CC1=NC2=C(N1C[C@H]1OCC1)C=C(C=C2)C(=O)OC